C1(=CC=CC=C1)NC(=O)C=1N=C2N(CCCC2)C1 N-phenyl-5,6,7,8-tetrahydroimidazo[1,2-a]pyridine-2-carboxamide